1H-pyrrole-2-Nitrile N1C(=CC=C1)C#N